C[SiH]1O[SiH2]O[SiH2]O[SiH2]O1 methyl-cyclotetrasiloxane